(3R)-3-amino-4-oxo-4-phenylbutanamide trifluoroacetic acid salt FC(C(=O)O)(F)F.N[C@H](CC(=O)N)C(C1=CC=CC=C1)=O